C(C)(C)(C)OC(N(C1=NC=CC(=C1Cl)I)C(=O)OC(C)(C)C)=O N-tert-butyloxycarbonyl-N-(3-chloro-4-iodopyridin-2-yl)carbamic acid tert-butyl ester